BrC1=CC=CC(=N1)OCCCC1=CC(=NN1C)C1=C2C=C(N=CC2=C(N=C1)NC)NC(=O)C1CC1 N-(5-(5-(3-((6-bromopyridin-2-yl)oxy)propyl)-1-methyl-1H-pyrazol-3-yl)-8-(methylamino)-2,7-naphthyridin-3-yl)cyclopropanecarboxamide